[V].[Fe].[Na] sodium-iron vanadium